4,4-dimethyl-1-(4-nitrophenyl)piperidine CC1(CCN(CC1)C1=CC=C(C=C1)[N+](=O)[O-])C